(2Z)-3-amino-3-(4-nitrophenyl)-1-phenylprop-2-en-1-one N\C(=C/C(=O)C1=CC=CC=C1)\C1=CC=C(C=C1)[N+](=O)[O-]